C1(CCCCC1)CC=1NC(=NN1)C(=O)NC1=NC=C(C(=C1)C1=C(C=CC(=C1)OCCCCC(C)(C)O)C)Cl 5-(cyclohexylmethyl)-N-(5-chloro-4-(5-((5-hydroxy-5-methylhexyl)oxy)-2-methylphenyl)pyridin-2-yl)-4H-1,2,4-triazole-3-carboxamide